C(C)O[C@@]1(COCC1)C1=CC(=CC(=N1)N1N=C(C=2C=NC(=CC21)NC(=O)N)C)C (R)-1-(1-(6-(3-Ethoxytetrahydrofuran-3-yl)-4-methylpyridin-2-yl)-3-methyl-1H-pyrazolo[4,3-c]pyridin-6-yl)urea